FC1=C(C=CC(=C1)OC)N1C(=NC2=CC=C(C=C2C1=O)[N+](=O)[O-])[C@@H]1NCCC1 (R)-3-(2-fluoro-4-methoxyphenyl)-6-nitro-2-(pyrrolidin-2-yl)quinazolin-4(3H)-one